C1(=CCCC1)C[C@@H](C(=O)[C@@]1(OC1)C)NC([C@H]([C@@H](C1=CC=C(C=C1)OC)O)NC([C@H](C)NC(CN1CCOCC1)=O)=O)=O (2S,3R)-N-[(2S)-3-(cyclopent-1-en-1-yl)-1-[(2R)-2-methyl-oxiran-2-yl]-1-oxopropan-2-yl]-3-hydroxy-3-(4-methoxyphenyl)-2-[(2S)-2-[2-(morpholin-4-yl)acetamido]propionylamino]propanamide